methyl-(1-(4-nitrophenyl)piperidin-4-yl)carbamic acid tert-butyl ester C(C)(C)(C)OC(N(C1CCN(CC1)C1=CC=C(C=C1)[N+](=O)[O-])C)=O